N-{(1S,2R)-2-[4-(5-cyano-2-thienyl)-3-fluorophenoxy]cyclopentyl}propane-2-sulfonamide C(#N)C1=CC=C(S1)C1=C(C=C(O[C@H]2[C@H](CCC2)NS(=O)(=O)C(C)C)C=C1)F